C1=CC=CC=2C3=CC=CC=C3C(C12)COC(=O)N(CC(NCCOCCOCCOCCC(OC)=O)=O)CC(=O)O 18-(((9H-fluoren-9-yl)methoxy)carbonyl)-3,16-dioxo-2,6,9,12-tetraoxa-15,18-diazaicosan-20-oic acid